6-((S)-2-methylpiperazin-1-yl)-2-(((S)-1-methylpyrrolidin-2-yl)methoxy)pyrimidine-4-carboxylic acid C[C@@H]1N(CCNC1)C1=CC(=NC(=N1)OC[C@H]1N(CCC1)C)C(=O)O